C1(CCCC1)C=1C=CC(=NC1)NC(C(C)C)=O N-(5-cyclopentyl-2-pyridinyl)-2-methyl-propionamide